5-[(5-Methoxypyrazin-2-yl)methoxy]-2-(1-methyl-1H-pyrazol-4-yl)-1,3-benzoxazole COC=1N=CC(=NC1)COC=1C=CC2=C(N=C(O2)C=2C=NN(C2)C)C1